C(C)C(CC(C(=O)O)CCCCCCCCCC\C=C/CCCCCCCC)CCCC 2-ethylhexyl-(Z)-13-docosenoic acid